(2,4-dimethylphenol) aluminum [Al].CC1=C(C=CC(=C1)C)O